O=C(CSC1=NN=NN1C1=CC=C(C(=O)O)C=C1)C1=NC=CN=C1 4-(5-((2-oxo-2-(pyrazin-2-yl)ethyl)thio)-1H-tetrazol-1-yl)benzoic acid